6-((5-fluoro-4-methylpyridin-2-yl)amino)-N-((1R,2S)-2-fluorocyclopropyl)-8-((methyl-d3)amino)imidazo[1,2-b]pyridazine-3-carboxamide FC=1C(=CC(=NC1)NC=1C=C(C=2N(N1)C(=CN2)C(=O)N[C@H]2[C@H](C2)F)NC([2H])([2H])[2H])C